2-benzofuran-1-one C1(OCC2=C1C=CC=C2)=O